benzo[d]isothiazol-3-one S1NC(C2=C1C=CC=C2)=O